NC1=NN2C(C=C(C=C2)C=2C=C(C(=NC2C)OC)C(=O)NCC2=CC(=CC=C2)OC(F)F)=N1 5-{2-amino-[1,2,4]triazolo-[1,5-a]pyridin-7-yl}-N-{[3-(difluoromethoxy)phenyl]-methyl}-2-methoxy-6-methylpyridine-3-carboxamide